trilauryl-diethylenetriamine diacetic acid sodium [Na].C(C)(=O)O.C(C)(=O)O.C(CCCCCCCCCCC)C(N(CCCCCCCCCCCC)CCCCCCCCCCCC)CNCCN